6-Chloro-5-[4-(1-hydroxymethyl-cyclopropyl)-phenyl]-3-[1-hydroxy-1-(2-methyl-thiazol-5-yl)-methylidene]-1,3-dihydro-indol-2-one ClC1=C(C=C2C(C(NC2=C1)=O)=C(C1=CN=C(S1)C)O)C1=CC=C(C=C1)C1(CC1)CO